S(=O)(=O)(OCCOC(C=C)=O)OC acryloyloxyethyl methyl sulfate